[K].C(C1=CC=CC=C1)N(CCS(=O)(=O)NC(NC1=C2CCCC2=CC=2CCCC12)=O)CC 2-(Benzyl(ethyl)amino)-N-((1,2,3,5,6,7-hexahydro-s-indacen-4-yl)carbamoyl)ethane-1-sulfonamide, potassium salt